C(C)(C)(C)OC(CCNC1=C(C(=CC=C1)Br)[N+](=O)[O-])=O 3-((3-bromo-2-nitrophenyl)amino)propanoic acid tert-butyl ester